(S)-6-Propylamino-4,5,6,7-tetrahydro-1,3-benzothiazol-2-amin C(CC)N[C@@H]1CC2=C(N=C(S2)N)CC1